N1C=NC2=C1C=C(C=C2)C(=O)O.CC2N(C(=C(C=C2)S(=O)(=O)CC)C=2OC1=C(N2)C=C(C=C1)SC(F)(F)F)OCC(F)(F)F methyl-5-ethylsulfonyl-N-(2,2,2-trifluoroethoxy)-6-(5-(trifluoromethylthio)benzo[d]oxazol-2-yl)pyridine 1H-benzo[d]imidazole-6-carboxylate